N1C(=CC=2C=NC=CC21)CNC(=O)[C@@H]2CCC=1N2C(C(=NC1C=1CCOCC1)NCC1=CC=CC=C1)=O (S)-N-((1H-pyrrolo[3,2-c]pyridin-2-yl)methyl)-3-(benzylamino)-1-(3,6-dihydro-2H-pyran-4-yl)-4-oxo-4,6,7,8-tetrahydropyrrolo[1,2-a]pyrazine-6-carboxamide